ClC1=C(C2=C(C(=N1)C)N=C(N2C)C2=CC=C(C=C2)S(=O)(=O)C)F 6-chloro-7-fluoro-1,4-dimethyl-2-(4-(methylsulfonyl)phenyl)-1H-imidazo[4,5-c]pyridine